C(C1=CC=CC=C1)NC1=NC(=C2N(C1=O)[C@@H](CC2)C(=O)OCC)Cl Ethyl (S)-3-(benzylamino)-1-chloro-4-oxo-4,6,7,8-tetrahydropyrrolo[1,2-a]pyrazine-6-carboxylate